C1(CCCCC1)N(C1=C(C=CC=C1F)NS(=O)(=O)C1=CC=C(C=C1)S(=O)(=O)N(C)C)C N1-(2-(cyclohexyl(methyl)amino)-3-fluorophenyl)-N4,N4-dimethylbenzene-1,4-disulfonamide